COC(C1=CC(=CC=C1)OC1=NC(=CC=C1)N)=O 3-((6-aminopyridin-2-yl)oxy)benzoic acid methyl ester